(R)-(4-chloro-3-fluorophenyl)(3-(4-cyclopropylthiazol-2-yl)-8-methyl-5,6-dihydro-[1,2,4]triazolo[4,3-a]pyrazin-7(8H)-yl)methanone ClC1=C(C=C(C=C1)C(=O)N1[C@@H](C=2N(CC1)C(=NN2)C=2SC=C(N2)C2CC2)C)F